ClC=1C=CC(=C2CCCC(C12)=O)OC1CC2(CN(C2)CCCC2=CC=3N(C=C2F)C=NN3)C1 8-Chloro-5-((2-(3-(6-fluoro-[1,2,4]triazolo[4,3-a]pyridin-7-yl)propyl)-2-azaspiro[3.3]heptan-6-yl)oxy)-3,4-dihydronaphthalen-1(2H)-one